3-(4-((2-allyl-1-(6-(2-hydroxypropan-2-yl)pyridin-2-yl)-3-oxo-2,3-dihydro-1H-pyrazolo[3,4-d]pyrimidin-6-yl)amino)phenoxy)-N-hydroxypropanamide C(C=C)N1N(C2=NC(=NC=C2C1=O)NC1=CC=C(OCCC(=O)NO)C=C1)C1=NC(=CC=C1)C(C)(C)O